C(\C=C\C1=CC=C(C=C1)O)(=O)C(N(C(\C=C/C1=CC=C(C=C1)O)=O)C(\C=C\C1=CC=C(C=C1)O)=O)CCCNCCCN (Z)-tri-p-coumaroylspermidine